FC=1C=CC(=C(C(=O)N(C(C)C)C(C)C)C1)OC=1C(=NC=NC1)N1CC2(C1)CCN(CC2)CC2CCC(CC2)O 5-fluoro-2-((4-(7-((4-hydroxycyclohexyl)methyl)-2,7-diazaspiro[3.5]nonan-2-yl)pyrimidin-5-yl)oxy)-N,N-diisopropylbenzamide